C(C)(C)(C)OC(=O)N1C(CCCC1)C=1N=C(SC1C)NC(C1=C(C=CC=C1)NC(CCOCCOCCN)=O)=O (2-(2-(3-(2-(2-aminoethoxy)ethoxy)propionylamino)benzoylamino)-5-methylthiazol-4-yl)piperidine-1-carboxylic acid tert-butyl ester